FC1=CC=C(CCC2=NC(=C(C(=O)N)C(=C2C=2OC(=NN2)C)C2=CC=3C(=C(N=CC3)N3CC(CCC3)OC)S2)CC(C)C)C=C1 6-(4-fluorophenethyl)-2-isobutyl-4-(7-(3-methoxypiperidin-1-yl)thieno[2,3-c]pyridin-2-yl)-5-(5-methyl-1,3,4-oxadiazol-2-yl)nicotinamide